O1C(=NC2=C1C=CC=C2)C2(CCN(CC2)C(=O)NC2=C(C=CC=C2C2CCN(CC2)C(C)C)F)C 4-(1,3-benzoxazol-2-yl)-N-{2-fluoro-6-[1-(propan-2-yl)piperidin-4-yl]phenyl}-4-methylpiperidine-1-Carboxamide